N-ethyl-2-(7-fluoro-1H-indol-3-yl)-N-methyl-2-oxoacetamide C(C)N(C(C(=O)C1=CNC2=C(C=CC=C12)F)=O)C